BrC=1C=C(SC1)C(=O)NCC(F)(F)F 4-Bromo-N-(2,2,2-trifluoroethyl)thiophene-2-carboxamide